methyl 5-bromo-3-((tert-butoxycarbonyl)amino)thiophene-2-carboxylate BrC1=CC(=C(S1)C(=O)OC)NC(=O)OC(C)(C)C